NC1=CC=C2COC(C2=C1)=O 6-aminoisobenzofuran-1(3H)-one